5-chloro-4-[4-(hydroxymethyl)-1-piperidinyl]-2-(4-pyridinyl)-1H-pyrimidin-6-one ClC1=C(N=C(NC1=O)C1=CC=NC=C1)N1CCC(CC1)CO